FC(C(=O)O)(F)F.C(C)(C)(C)N(C)CC1=C(CNC=2C=C(C(=NC2C)S(=O)(=O)NC2=NC(=CC=C2)F)F)C=CC=C1 5-((2-((tert-butyl(methyl)amino)methyl)benzyl)amino)-3-fluoro-N-(6-fluoropyridin-2-yl)-6-methylpyridine-2-sulfonamide trifluoroacetic acid salt